cerium oxophosphorus salt O=[P].[Ce]